tert-butyl rac-3-(((1R,2S)-2-((tosyloxy)methyl)cyclobutyl)methoxy)propanoate S(=O)(=O)(C1=CC=C(C)C=C1)OC[C@@H]1[C@@H](CC1)COCCC(=O)OC(C)(C)C |r|